FC1=C(N=C2N(C1=O)C[C@](N2CC(C(C)C)=O)(C(F)(F)F)C)N2[C@@H](COCC2)C (S)-6-Fluoro-2-methyl-7-((R)-3-methyl-morpholin-4-yl)-1-(3-methyl-2-oxobutyl)-2-trifluoromethyl-2,3-dihydro-1H-imidazo[1,2-a]-pyrimidin-5-one